OCCC=1C=C(C=CC1)S(=O)(=O)N(CC1=CC=C(C=C1)OC)CC1=CC=C(C=C1)OC 3-(2-hydroxyethyl)-N,N-bis(4-methoxybenzyl)benzene-sulphonamide